C(=O)OC=1C=CC=C2C=NC=NC12 quinazolin-8-ol formate